Methyl 1-methyl-6-oxo-1,6-dihydropyridine-2-carboxylate CN1C(=CC=CC1=O)C(=O)OC